CN(S(=O)(=O)C1=CC=C(C=C1)S(=O)(=O)N[C@H]1[C@H](CCCCC1)N1CCNCC1)C cis-N1,N1-dimethyl-N4-(2-(piperazin-1-yl)cycloheptyl)benzene-1,4-disulfonamide